N-(3-((6-(1H-indol-3-yl)pyrimidin-4-yl)amino)phenyl)-1-(2-((2-(2,6-dioxopiperidin-3-yl)-1,3-dioxoisoindolin-4-yl)oxy)acetamido)-3,6,9,12-tetraoxapentadecan-15-amide N1C=C(C2=CC=CC=C12)C1=CC(=NC=N1)NC=1C=C(C=CC1)NC(CCOCCOCCOCCOCCNC(COC1=C2C(N(C(C2=CC=C1)=O)C1C(NC(CC1)=O)=O)=O)=O)=O